4-(4-cyclopropyl-2-methoxybenzoyl)nicotinic acid methyl ester COC(C1=CN=CC=C1C(C1=C(C=C(C=C1)C1CC1)OC)=O)=O